FC1=C(C=CC=C1S(=O)(=O)C)NC1=NC=C(C(=N1)C1=CNC2=C(C=CC=C12)NC([C@@H](C)N1CCN(CC1)C)=O)C (R)-N-(3-(2-(2-Fluoro-3-(methylsulfonyl)phenylamino)-5-methylpyrimidin-4-yl)-1H-indol-7-yl)-2-(4-methylpiperazin-1-yl)propanamid